C1(CC1)CNC1=CC=C(C(=N1)N1N(C(=C(C1=O)NC(C1=CC=C(C=C1)OC(F)F)=O)C1=C(C=C(C=C1F)OC)F)C)C(F)(F)F N-(2-{6-[(cyclopropylmethyl)amino]-3-(trifluoromethyl)pyridin-2-yl}-5-(2,6-difluoro-4-methoxyphenyl)-1-methyl-3-oxo-2,3-dihydro-1H-pyrazol-4-yl)-4-(difluoromethoxy)benzamide